CN(C(CNS(=O)(=O)C1=CC=C2C=CNC2=C1)C1=CN(C2=CC=CC=C12)CC)C N-(2-(dimethylamino)-2-(1-ethyl-1H-indol-3-yl)ethyl)-1H-indole-6-sulfonamide